OC1=C(C=C(C=C1)/C=C/C(=O)NCC=1N=NN(C1)CC1=CC=C(C=C1)C)OC (E)-3-(4-hydroxy-3-methoxyphenyl)-N-((1-(4-methylbenzyl)-1H-1,2,3-triazol-4-yl)methyl)acrylamide